C(C)OP(=O)(OCC)C(P(=O)(OCC)OCC)NC(CCC(=O)O)=O 4-((bis(diethoxyphosphoryl)methyl)amino)-4-oxobutanoic acid